1-(3-butene-1-yl)-2-vinyl-1H-pyrrole C(CC=C)N1C(=CC=C1)C=C